6-((bicyclo[1.1.1]pentan-1-ylamino)methyl)-2-(3-((1r,3r)-3-methoxy-1-(4-methyl-4H-1,2,4-triazol-3-yl)cyclobutyl)phenyl)-4-(trifluoromethyl)isoindolin-1-one C12(CC(C1)C2)NCC2=CC(=C1CN(C(C1=C2)=O)C2=CC(=CC=C2)C2(CC(C2)OC)C2=NN=CN2C)C(F)(F)F